6'-fluoro-N-(4-fluorobenzyl)-4'-oxo-3',4'-dihydro-1'H-spiro[piperidine-4,2'-quinoline]-1-carboxamid FC=1C=C2C(CC3(NC2=CC1)CCN(CC3)C(=O)NCC3=CC=C(C=C3)F)=O